ClC1=C2C=NN(C2=C(C=C1)C(=O)O)CC=1C=C2C=CC(=NC2=CC1)OC 4-chloro-1-[(2-methoxy-6-quinolinyl)methyl]indazole-7-carboxylic acid